N[C@@H](COCCNC(C1=C(C=C(C=C1)NC=1C=2N(C=CN1)C(=CN2)C=2C(=NNC2)C(F)(F)F)CC)=O)C 1-N-[2-[(2R)-2-aminopropoxy]ethyl]-2-ethyl-4-[[3-[3-(trifluoromethyl)-1H-pyrazol-4-yl]imidazo[1,2-a]pyrazin-8-yl]amino]benzamide